(S)-2-(9H-fluoren-9-ylmethoxycarbonylamino)-succinic acid 1-benzyl ester 4-tert-butyl ester C(C)(C)(C)OC(C[C@@H](C(=O)OCC1=CC=CC=C1)NC(=O)OCC1C2=CC=CC=C2C=2C=CC=CC12)=O